tert-Butyl 4-((2,3-dihydrobenzo[b][1,4]dioxin-6-yl-2,2,3,3-d4)oxy)piperidine-1-carboxylate O1C2=C(OC(C1([2H])[2H])([2H])[2H])C=C(C=C2)OC2CCN(CC2)C(=O)OC(C)(C)C